C[Si](CCC=O)(C)C 3-trimethylsilyl-propaldehyde